ClC1=NN(C(C1)C(=O)OCC)C1=NC=CC=C1Cl ethyl 3-chloro-1-(3-chloro-2-pyridyl)-4,5-dihydropyrazole-5-carboxylate